2-(4,4-difluoro-1-hydroxycyclohexyl)-1-(4,4-difluoropiperidin-1-yl)-2-mercaptoethan-1-one FC1(CCC(CC1)(O)C(C(=O)N1CCC(CC1)(F)F)S)F